1-(3-(2-(5-((3R,5R)-3-amino-5-fluoropiperidine-1-carbonyl)-7-methoxy-1-((1-methyl-1H-pyrazol-4-yl)methyl)-1H-benzo[d]imidazol-2-yl)-1-methyl-1H-indol-7-yl)azetidin-1-yl)ethane-1-one N[C@H]1CN(C[C@@H](C1)F)C(=O)C1=CC2=C(N(C(=N2)C=2N(C3=C(C=CC=C3C2)C2CN(C2)C(C)=O)C)CC=2C=NN(C2)C)C(=C1)OC